COC(C1=C(C(=CC=C1C)C(C)=O)O)=O 3-Acetyl-2-hydroxy-6-methylbenzoic acid methyl ester